C(=CC#C)C1=CC=C(C=C1)C 1-(but-3-yn-1-enyl)-4-methylbenzene